(R)-6-(6-(1-(2,2-difluoro-1-(4-fluoro-phenyl)propyl)-1H-pyrazol-4-yl)pyrazin-2-yl)-5-methoxy-[1,2,4]triazolo[1,5-a]pyridin-2-amine FC([C@@H](C1=CC=C(C=C1)F)N1N=CC(=C1)C1=CN=CC(=N1)C=1C=CC=2N(C1OC)N=C(N2)N)(C)F